(((1r,4r)-4-methoxycyclohexyl)methyl)magnesium bromide COC1CCC(CC1)C[Mg]Br